1-benzyl-4-((trimethylsilyloxy)methyl)piperidin-4-amine C(C1=CC=CC=C1)N1CCC(CC1)(N)CO[Si](C)(C)C